BrC=1C=NC(=NC1)OC1=CC=CC=C1 5-bromo-2-phenoxy-pyrimidine